1,3-Bis-(2,6-diisopropylphenyl)-[1,3,2]diazaphospholidine 2-oxide C(C)(C)C1=C(C(=CC=C1)C(C)C)N1P(N(CC1)C1=C(C=CC=C1C(C)C)C(C)C)=O